C(C1=CC=CC=C1)N1N=NC(=C1)CN [(1-benzyl-1H-1,2,3-triazol-4-yl)methyl]amine